tert-butyl (2-methyl-2H-pyrazolo[3,4-c]pyridin-5-yl)carbamate CN1N=C2C=NC(=CC2=C1)NC(OC(C)(C)C)=O